O1C[C@@H](C12CCC2)N2C[C@H](CC2)NC(=O)[C@H]2CCN(C1(CC1)C2)C(=O)C2=NNC(=C2)C2=CC(=NC=C2F)OC (S)-N-((S)-1-((S)-1-oxaspiro[3.3]heptan-3-yl)pyrrolidin-3-yl)-4-(5-(5-fluoro-2-methoxypyridin-4-yl)-1H-pyrazole-3-carbonyl)-4-azaspiro[2.5]octane-7-carboxamide